OCC1OCCC(C1)=O hydroxymethyltetrahydro-4H-pyran-4-one